ICC(=O)N Iodoacetamid